C(=O)(O)C=1C=CC(=NC1)C1=NC=C(C=C1)C(=O)O 5,5'-dicarboxy-2,2'-bipyridyl